2-methyl-1,3-dioxan-5-one CC1OCC(CO1)=O